6-[2-[1-(1,1-Difluoroethyl)cyclopropyl]ethynyl]-1-(6,7-difluoro-[1,2,4]triazolo[4,3-a]quinazolin-5-yl)-3,5-dihydro-2H-4,1-benzoxazepine FC(C)(F)C1(CC1)C#CC1=CC=CC2=C1COCCN2C2=NC=1N(C3=CC=C(C(=C23)F)F)C=NN1